C1(=CC=C(C=C1)NC(=O)C=1C=NN2C1N=C(C=C2C)C)C2=CC=CC=C2 N-([1,1'-BIPHENYL]-4-YL)-5,7-DIMETHYLPYRAZOLO[1,5-a]PYRIMIDINE-3-CARBOXAMIDE